NON monoamino ether